(S)-1'-(6-amino-5-((3-chloro-2-(pyrrolidin-1-yl)pyridin-4-yl)thio)-3-methylpyrazin-2-yl)-4,6-dihydrospiro[cyclopenta[d]thiazole-5,4'-piperidine]-6-amine NC1=C(N=C(C(=N1)N1CCC2(CC1)[C@@H](C1=C(N=CS1)C2)N)C)SC2=C(C(=NC=C2)N2CCCC2)Cl